decynic acid C(C#CCCCCCCC)(=O)O